N1C=C(C2=CC=CC=C12)CCC1CNCC=2N=C(N=C(C21)N)C=2C=NC=C(C2)OC [2-(1H-indol-3-yl)ethyl]-2-(5-methoxypyridin-3-yl)-5H,6H,7H,8H-pyrido[3,4-d]pyrimidin-4-amine